3-(4-(2-(2-(2-bromoethoxy)ethoxy)ethylsulfonyl)-1-oxoisoindolin-2-yl)piperidine BrCCOCCOCCS(=O)(=O)C1=C2CN(C(C2=CC=C1)=O)C1CNCCC1